3-carbamimidoyl-3-methylprop-2-enoic acid C(N)(=N)C(=CC(=O)O)C